(E)-1-(5-((4-bromo-6-fluoro-1-tosyl-1H-indol-5-yl)oxy)-2-fluorophenyl)-3-(dimethylamino)-2-methylprop-2-en-1-one BrC1=C2C=CN(C2=CC(=C1OC=1C=CC(=C(C1)C(\C(=C\N(C)C)\C)=O)F)F)S(=O)(=O)C1=CC=C(C)C=C1